FC=1C=C(C=CC1)[C@@H]([C@@H]1N([C@@H](CC1)CC1CCC(CC1)OC)C(=O)OC(C)(C)C)O tert-butyl (2R,5S)-2-((S)-(3-fluorophenyl)-(hydroxy)methyl)-5-(((1r,4S)-4-methoxycyclohexyl)methyl)pyrrolidine-1-carboxylate